Iridium tris(dibenzoylmethane) Iridium [Ir].C(C1=CC=CC=C1)(=O)CC(C1=CC=CC=C1)=O.C(C1=CC=CC=C1)(=O)CC(C1=CC=CC=C1)=O.C(C1=CC=CC=C1)(=O)CC(C1=CC=CC=C1)=O.[Ir]